N-(4-chlorophenyl)-3-(tetrahydrofuran-2-yl)propanamide ClC1=CC=C(C=C1)NC(CCC1OCCC1)=O